6-(4-(1-(trifluoromethyl)cyclopropyl)phenyl)pyrazine FC(C1(CC1)C1=CC=C(C=C1)C1=CN=CC=N1)(F)F